8-(5-Chloro-3-(difluoromethyl)pyridin-2-yl)-9-(4-((1-(3-fluoropropyl)azetidin-3-yl)methyl)phenyl)-6,7-dihydro-5H-benzo[7]annulen ClC=1C=C(C(=NC1)C=1CCCC2=C(C1C1=CC=C(C=C1)CC1CN(C1)CCCF)C=CC=C2)C(F)F